(S)-2-((S)-1-((3,5-dichlorophenyl)sulfonyl)pyrrolidine-2-carboxamido)-3-(2',6'-dimethoxy-4'-((2-(2-(prop-2-yn-1-yloxy)ethoxy)ethoxy)methyl)-[1,1'-biphenyl]-4-yl)propanoic acid ClC=1C=C(C=C(C1)Cl)S(=O)(=O)N1[C@@H](CCC1)C(=O)N[C@H](C(=O)O)CC1=CC=C(C=C1)C1=C(C=C(C=C1OC)COCCOCCOCC#C)OC